N-[(6-Amino-2-pyridyl)sulfonyl]-6-(3,6-dihydro-2H-pyran-4-yl)-2-[(4S)-2,2,4-trimethylpyrrolidin-1-yl]pyridin-3-carboxamid NC1=CC=CC(=N1)S(=O)(=O)NC(=O)C=1C(=NC(=CC1)C=1CCOCC1)N1C(C[C@@H](C1)C)(C)C